ClC=1C=CC(=NC1)C(CC(=O)O)C1(CC1)C(F)(F)F 3-(5-chloropyridin-2-yl)-3-(1-(trifluoromethyl)cyclopropyl)propanoic acid